4-(8-(1-methyl-2-oxo-1,2,3,4-tetrahydroquinolin-7-yl)-5-{[(3R)-1-methylpiperidin-3-yl]methoxy}imidazo[1,2-c]pyrimidin-7-yl)benzonitrile CN1C(CCC2=CC=C(C=C12)C=1C=2N(C(=NC1C1=CC=C(C#N)C=C1)OC[C@H]1CN(CCC1)C)C=CN2)=O